3-((3-(5-(acrylamidomethyl)-2-(4-fluorophenyl)pyridin-4-yl)-1H-pyrazol-1-yl)methyl)-N-methylbenzamide C(C=C)(=O)NCC=1C(=CC(=NC1)C1=CC=C(C=C1)F)C1=NN(C=C1)CC=1C=C(C(=O)NC)C=CC1